4-(cyclopropylamino)-2-fluorobenzonitrile C1(CC1)NC1=CC(=C(C#N)C=C1)F